N-(4-{[6-(5-chloro-2-fluoro-phenyl)-3-[(2,2-dimethyl-2H-1,3-benzodioxol-5-yl)meth-oxy]pyridazin-4-yl]amino}-pyridin-2-yl)-3-(4-methyl-piperazin-1-yl)propanamide ClC=1C=CC(=C(C1)C1=CC(=C(N=N1)OCC1=CC2=C(OC(O2)(C)C)C=C1)NC1=CC(=NC=C1)NC(CCN1CCN(CC1)C)=O)F